C1(CCC1)N1C=2C3=CN=C(C(O[C@@H](C4=CC(=CC=C4C4=NC=NN4CC2C=N1)F)C)=C3)N (19R)-3-cyclobutyl-16-fluoro-19-methyl-20-oxa-3,4,8,9,11,23-hexaazapentacyclo[19.3.1.02,6.08,12.013,18]pentacosa-1(24),2(6),4,9,11,13,15,17,21(25),22-decaen-22-amine